FC=1C=2C3=C(C(NC2C=CC1)=O)OC=C3 9-fluoro-furo[2,3-c]quinolin-4(5H)-one